N-[2-(3-cyanophenyl)-1-[6-(4-oxobutoxy)-1,3-benzothiazol-2-yl]ethyl]benzenesulfonamide C(#N)C=1C=C(C=CC1)CC(C=1SC2=C(N1)C=CC(=C2)OCCCC=O)NS(=O)(=O)C2=CC=CC=C2